3-(difluoromethyl)-5-[6-(ethoxymethyl)-3-(1H-imidazol-5-yl)-7-(trifluoromethyl)imidazo[1,2-a]pyrimidin-2-yl]-1H-1,2,4-triazole FC(C1=NNC(=N1)C=1N=C2N(C=C(C(=N2)C(F)(F)F)COCC)C1C1=CN=CN1)F